4-Hydroxyfuro[2,3-c]pyridine-5-carboxylic acid OC1=C2C(=CN=C1C(=O)O)OC=C2